4,5-dimethyl-6,8-dihydro-1,3a,7-triaza-as-indacene-7-carboxylic acid ethyl ester C(C)OC(=O)N1CC=2C(=C(N3C=CN=C3C2C1)C)C